BrC1=C(C=CC=C1)C=1C(=CC=CC1)C1=C(C=CC=C1)F 2-bromo-2''-fluoro-1,1':2',1''-terphenyl